O[C@@]12[C@@]3(C4=CC(=CC=C4C[C@H]1N(CC3)C)C(=O)N)CCC2 (3aS,4R,9bS)-3a-hydroxy-12-methyl-1,2,3,3a,4,5-hexahydro-4,9b-(epiminoethano)cyclopenta[a]naphthalene-8-carboxamide